NC=1N=C(C(=C2C=C(N=CC12)NC(=O)[C@@H]1[C@H](C1)C=1C=NN(C1)C)Cl)C=1C=NC=CC1C (1S,2S)-N-(8-amino-5-chloro-6-(4-methylpyridin-3-yl)-2,7-naphthyridin-3-yl)-2-(1-methyl-1H-pyrazol-4-yl)cyclopropanecarboxamide